C(C=C)(=O)OCCCCCCCCCCCCCCCCCCCCCCCCCCCCCC triacontyl acrylate